ClC=1C(N(N=CC1NC[C@@H]1COCCC1)[C@@H]1CC(N(CC1)C1=CC(=CC(=C1)F)F)=O)=O 4-chloro-2-((S)-1-(3,5-difluorophenyl)-2-oxopiperidin-4-yl)-5-((((R)-tetrahydro-2H-pyran-3-yl)methyl)amino)pyridazin-3(2H)-one